tert-butyl 4-[[1-[2-(2,6-dioxo-3-piperidyl)-5-fluoro-1-oxo-isoindolin-4-yl]-4-piperidyl]methyl]piperazine-1-carboxylate O=C1NC(CCC1N1C(C2=CC=C(C(=C2C1)N1CCC(CC1)CN1CCN(CC1)C(=O)OC(C)(C)C)F)=O)=O